N1-(1H-Benzoimidazol-2-ylmethyl)-N1-(5,6,7,8-tetrahydroquinoxalin-5-yl)-butane-1,4-diamine N1C(=NC2=C1C=CC=C2)CN(CCCCN)C2C=1N=CC=NC1CCC2